quinoline-8-amine N1=CC=CC2=CC=CC(=C12)N